tert-butyl 4-{6-bromo-1-[5-(difluoromethyl)-1,3,4-thiadiazol-2-yl]indazol-4-yl}piperazine-1-carboxylate BrC1=CC(=C2C=NN(C2=C1)C=1SC(=NN1)C(F)F)N1CCN(CC1)C(=O)OC(C)(C)C